Z-pyridine-1-carboxylate N1(CC=CC=C1)C(=O)[O-]